Br\C=C\1/CN(CC1)C(=O)OC(C)(C)C tert-butyl (3Z)-3-(bromomethylidene)pyrrolidine-1-carboxylate